(±)-4-(2-((5-methoxy-7-methyl-1H-indol-4-yl)methyl)-2-azaspiro[3.4]octan-1-yl)benzoic acid COC=1C(=C2C=CNC2=C(C1)C)CN1[C@@H](C2(C1)CCCC2)C2=CC=C(C(=O)O)C=C2 |r|